P(=O)([O-])([O-])[O-].F[V+4].[Mg+2].P(=O)([O-])([O-])[O-] magnesium fluorovanadium phosphate